N-(trans-4-ethoxycyclohexyl)-5-(imidazo[1,2-b]pyridazin-6-yl)pyrrolo[2,1-f][1,2,4]triazin-2-amine C(C)O[C@@H]1CC[C@H](CC1)NC1=NN2C(C=N1)=C(C=C2)C=2C=CC=1N(N2)C=CN1